6-([1,1'-Biphenyl]-4-yl)-2-phenylpyrimidine-4-carboxylic acid ethyl ester C(C)OC(=O)C1=NC(=NC(=C1)C1=CC=C(C=C1)C1=CC=CC=C1)C1=CC=CC=C1